1,3-dimethyl-1,3-diazacyclobutane CN1CN(C1)C